C(N)(=O)OCC1=C(N2C([C@]([C@H]2SC1)(NC(CC=1SC=CC1)=O)OC)=O)C(=O)[O-].[Na+] sodium (6R,7S)-3-[(carbamoyloxy)methyl]-7-methoxy-8-oxo-7-[(thiophen-2-ylacetyl)amino]-5-thia-1-azabicyclo[4.2.0]oct-2-ene-2-carboxylate